FC1=C(C(=CC(=C1)I)F)N1N=C(C=C1C)C(F)(F)F 1-(2,6-difluoro-4-iodo-phenyl)-5-methyl-3-(trifluoromethyl)pyrazole